1-[5-tert-butyl-2-p-tolyl-2H-pyrazol-3-yl]-3-[4-(2-(2-methylaminopyrimidin-4-yl)ethoxy)naphthalen-1-yl]-urea C(C)(C)(C)C=1C=C(N(N1)C1=CC=C(C=C1)C)NC(=O)NC1=CC=C(C2=CC=CC=C12)OCCC1=NC(=NC=C1)NC